1-(2-hydroxy-6-methoxyphenyl)prop-2-en-1-one OC1=C(C(=CC=C1)OC)C(C=C)=O